5-(4-(difluoromethyl)-6-(((S)-1,1,1-trifluoropropan-2-yl)amino)pyridin-3-yl)-N-(cis-2-Hydroxycyclobutyl)-4-((S)-2-methylpyrrolidine-1-carbonyl)thiazole-2-carboxamide FC(C1=C(C=NC(=C1)N[C@H](C(F)(F)F)C)C1=C(N=C(S1)C(=O)N[C@H]1[C@H](CC1)O)C(=O)N1[C@H](CCC1)C)F